C(C)C(CO)CCCC 2-Ethylhexan-1-ol